(M)-7-(2-amino-6-fluorophenyl)-4-((2R,6S)-2,6-dimethyl-4-(2-propenoyl)-1-piperazinyl)-6-fluoro-1-(4-methyl-2-(2-propanyl)-3-pyridinyl)pyrido[2,3-d]pyrimidin-2(1H)-one NC1=C(C(=CC=C1)F)C=1C(=CC2=C(N(C(N=C2N2[C@@H](CN(C[C@@H]2C)C(C=C)=O)C)=O)C=2C(=NC=CC2C)C(C)C)N1)F